N-[2-phenyl-2H-1,2,3-triazol-4-yl]-2-(trifluoromethyl)benzamide C1(=CC=CC=C1)N1N=CC(=N1)NC(C1=C(C=CC=C1)C(F)(F)F)=O